(trans)-3-(3,4-dimethoxyphenyl)-N-(3-hydroxy-2-methyl-4-carbonylpyridine-1(4H)-yl)acrylamide COC=1C=C(C=CC1OC)/C=C/C(=O)NN1C(=C(C(C=C1)=C=O)O)C